5a-cholan-22-ol CCC([C@@H](C)[C@H]1CC[C@H]2[C@@H]3CC[C@H]4CCCC[C@]4(C)[C@H]3CC[C@]12C)O